methyl 3-(9-((4-(aminomethyl)-2-(octyloxy)phenyl)carbamoyl)-4,5-dihydrobenzo[b]thieno[2,3-d]oxepin-8-yl)-6-(propylcarbamoyl)picolinate NCC1=CC(=C(C=C1)NC(=O)C1=CC2=C(OCCC3=C2SC=C3)C=C1C=1C(=NC(=CC1)C(NCCC)=O)C(=O)OC)OCCCCCCCC